COC1=NC=C(C2=C1N=C(S2)NC(=O)N2CC1(CC2)CCOCC1)N1CCN(CC1)C 8-Oxa-2-aza-spiro[4.5]decane-2-carboxylic acid [4-methoxy-7-(4-methyl-piperazin-1-yl)-thiazolo[4,5-c]pyridin-2-yl]-amide